methyl 2-((4-fluoro-2-hydroxyphenyl) amino)-4-(trifluoromethyl)benzoate FC1=CC(=C(C=C1)NC1=C(C(=O)OC)C=CC(=C1)C(F)(F)F)O